monomethylnitrobenzene CC1=CC=C(C=C1)[N+](=O)[O-]